tert-butyl (Z)-(8-(4-((8-benzyl-3-oxo-6-phenylimidazo[1,2-a]pyrazin-2(3H)-ylidene)methyl)-2-fluorophenoxy)octyl)carbamate C(C1=CC=CC=C1)C=1C=2N(C=C(N1)C1=CC=CC=C1)C(/C(/N2)=C/C2=CC(=C(OCCCCCCCCNC(OC(C)(C)C)=O)C=C2)F)=O